(2R,4R)-1-{4-({8-[3-(methanesulfonylmeth-yl)azetidin-1-yl]-5-(propan-2-yl)isoquinolin-3-yl}amino)pyrimidin-2-yl}-2,4-dimethylpiperidin-4-ol CS(=O)(=O)CC1CN(C1)C=1C=CC(=C2C=C(N=CC12)NC1=NC(=NC=C1)N1[C@@H](C[C@@](CC1)(O)C)C)C(C)C